(S)-2,4-bis(((benzyloxy)carbonyl)amino)butanoic acid C(C1=CC=CC=C1)OC(=O)N[C@H](C(=O)O)CCNC(=O)OCC1=CC=CC=C1